CC1=CC=C(C=C1)S(=O)(=O)O.N[C@H]1C(N(CC1)C)=O (R)-3-amino-1-methylpyrrolidin-2-one 4-methylbenzenesulfonate